N-[(6-Amino-2-pyridyl)sulfonyl]-6-(3,4-difluorophenyl)-2-[(4S)-2,2,4-trimethylpyrrolidin-1-yl]pyridin-3-carboxamid NC1=CC=CC(=N1)S(=O)(=O)NC(=O)C=1C(=NC(=CC1)C1=CC(=C(C=C1)F)F)N1C(C[C@@H](C1)C)(C)C